N-cyclopropyl-3-(6-((1-hydroxy-2-methylpropan-2-yl)amino)-5-(thiazol-4-yl)pyridin-3-yl)-4-methylbenzamide C1(CC1)NC(C1=CC(=C(C=C1)C)C=1C=NC(=C(C1)C=1N=CSC1)NC(CO)(C)C)=O